1-(piperidin-4-yl)-3-(4-(4-(trifluoromethyl)phenoxy)phenyl)-1H-pyrazolo[3,4-d]pyrimidine-4-amine N1CCC(CC1)N1N=C(C=2C1=NC=NC2N)C2=CC=C(C=C2)OC2=CC=C(C=C2)C(F)(F)F